C(C(O)C)(=O)OC(CCC(C)C)=O isocaproyl lactate